7-(2,8-dimethylimidazo[1,2-b]pyridazin-6-yl)-5-fluoro-3-(1-isopropyl-4-piperidinyl)cinnoline CC=1N=C2N(N=C(C=C2C)C2=CC(=C3C=C(N=NC3=C2)C2CCN(CC2)C(C)C)F)C1